C(C)(C)(C)OC(=O)N1CCC(CC1)(CC1CCNCC1)F 4-fluoro-4-(4-piperidinylmethyl)piperidine-1-carboxylic acid tert-butyl ester